ClC1=CC=C(C=C1)[C@@]1(N(C(C2=CC(=CC(=C12)F)C(CC)([C@@H]1CC[C@H](CC1)O)O)=O)CC1=NC=C(C=N1)C#N)OC 2-{[(1R)-1-(4-chlorophenyl)-7-fluoro-5-{1-hydroxy-1-[trans-4-hydroxycyclohexyl]propyl}-1-methoxy-3-oxo-2,3-dihydro-1H-isoindol-2-yl]methyl}pyrimidine-5-carbonitrile